CC1CC(=O)OC1CCCC 3-methyloctano-4-lactone